C(CCCCC=CCCCCCCCCCCC)(=O)[O-].[Zn+2].C(CCCCC=CCCCCCCCCCCC)(=O)[O-] zinc 6-octadecenate